L-Homotyrosin N[C@@H](CCC1=CC=C(C=C1)O)C(=O)O